5-cyclopropyl-1-(3-(difluoromethoxy)benzyl)-N3-methyl-2-oxo-1,2-dihydropyridine-3,5-dicarboxylic acid amide C1(CC1)C1(C=C(C(N(C1)CC1=CC(=CC=C1)OC(F)F)=O)C(=O)NC)C(=O)O